N-[4-[8-amino-3-(1,1-dimethylethyl)imidazo[1,5-a]pyrazin-1-yl]-1-naphthyl]-N'-[3-(trifluoromethyl)phenyl]urea NC=1C=2N(C=CN1)C(=NC2C2=CC=C(C1=CC=CC=C21)NC(=O)NC2=CC(=CC=C2)C(F)(F)F)C(C)(C)C